NCC(=O)NCOCCCC1=C2C(=NC=3C=C4C(=CC13)OCO4)C4=CC1=C(C(N4C2)=O)COC(C1(O)CC)=O 2-amino-N-((3-(7-ethyl-7-hydroxy-8,11-dioxo-7,8,11,13-tetrahydro-10H-[1,3]dioxolo[4,5-g]pyrano[3',4':6,7]indolizino[1,2-b]quinolin-14-yl)propoxy)methyl)acetamide